[H-].[Na+].C(#N)[B+2].[H-].[H-] cyanoboron sodium hydride